(E)-N-(6-Fluoro-2,3-dihydro-1H-inden-1-yl)-3-(1H-indazol-6-yl)acrylamid FC1=CC=C2CCC(C2=C1)NC(\C=C\C1=CC=C2C=NNC2=C1)=O